N-[4-(1-carbamimidoyl-1,2,3,6-tetrahydro-pyridin-4-yl)-phenyl]-N'-(4-guanidinomethyl-3-methyl-phenyl)-terephthalamide C(N)(=N)N1CCC(=CC1)C1=CC=C(C=C1)NC(C1=CC=C(C(=O)NC2=CC(=C(C=C2)CNC(=N)N)C)C=C1)=O